[N+](=O)([O-])[O-].[K+] Kalium Nitrat